(1R,3S)-3-(3-((5-cyano-3-methylpyrazin-2-yl)amino)-1H-pyrazol-5-yl)cyclopentyl(1-methylcyclopropyl)carbamate C(#N)C=1N=C(C(=NC1)NC1=NNC(=C1)[C@@H]1C[C@@H](CC1)N(C([O-])=O)C1(CC1)C)C